ethyl 2-[(3-{[(tert-butoxy)carbonyl]amino}-3-methylbutyl)carbamoyl]acetate C(C)(C)(C)OC(=O)NC(CCNC(=O)CC(=O)OCC)(C)C